3-[(7R)-7-{[(tert-butoxy)carbonyl]amino}-5-azaspiro[2.4]heptane-5-carbonyl]bicyclo[1.1.1]pentane-1-carboxylic acid C(C)(C)(C)OC(=O)N[C@H]1CN(CC12CC2)C(=O)C21CC(C2)(C1)C(=O)O